N-[(5-Chlorothiophen-2-yl)methyl]-1-(4-methyloxan-4-carbonyl)-3-(pyrrolidin-2-yl)-1H-pyrazol-5-amin ClC1=CC=C(S1)CNC1=CC(=NN1C(=O)C1(CCOCC1)C)C1NCCC1